Cl[N+]#[C-] monochloroisonitrile